C(N1N=C(C=C1)CO)([2H])([2H])[2H] (1-(methyl-d3)-1H-pyrazol-3-yl)methanol